C12CNCC(CC1)N2C=2SC=1CN(CCC1N2)C(=O)N2CCCC2 (2-(3,8-diazabicyclo[3.2.1]octan-8-yl)-6,7-dihydrothiazolo[5,4-c]pyridin-5(4H)-yl)(pyrrolidin-1-yl)methanone